The molecule is a member of the class of 1-benzothiophenes that is 1-benzothiophene in which the hydrogens at positions 2, 3, and 6 have been replaced by p-hydroxyphenyl, p-[2-(piperidin-1-yl)ethoxy]benzoyl, and hydroxy groups, respectively. It has a role as a bone density conservation agent, an estrogen receptor modulator and an estrogen antagonist. It is a member of phenols, an aromatic ketone, a member of 1-benzothiophenes and a N-oxyethylpiperidine. It is a conjugate base of a raloxifene(1+). C1CCN(CC1)CCOC2=CC=C(C=C2)C(=O)C3=C(SC4=C3C=CC(=C4)O)C5=CC=C(C=C5)O